octadeca-6,9,12,15-tetraenoic acid C(CCCCC=CCC=CCC=CCC=CCC)(=O)O